(1S)-N-(1-(5-(2-methoxypyridin-3-yl)oxazol-2-yl)-7-(oxazol-2-yl)-7-oxoheptyl)-6-methyl-6-azaspiro[2.5]octane-1-carboxamide COC1=NC=CC=C1C1=CN=C(O1)C(CCCCCC(=O)C=1OC=CN1)NC(=O)[C@H]1CC12CCN(CC2)C